CC=1N=C2N(N=C(C=C2C)C=2N=C3N(C(C2)=O)N=C(S3)N3CCNCC3)C1 7-(2,8-dimethylimidazo[1,2-b]pyridazin-6-yl)-2-piperazino-[1,3,4]thiadiazolo[3,2-a]pyrimidin-5-one